BrC=1C(=NC(=CC1N)C=1SC=CN1)C1=NC=CC=C1 bromo-6-(thiazol-2-yl)-[2,2'-bipyridin]-4-amine